6-methylpyridine-formaldehyde CC1=CC=CC(=N1)C=O